N1(CCCC1)CCCN1CCN(CC1)C=O [4-(3-pyrrolidin-1-yl-propyl)-piperazin-1-yl]-methanone